7,3'-dihydroxyl-4-methoxy-8-methylflavane OC1=CC=C2C(CC(OC2=C1C)C1=CC(=CC=C1)O)OC